N6-{N-[5-(aminomethyl)pyridine-2-carbonyl]-3-(quinolin-3-yl)-L-alanyl}-N2-{[(1S)-1,3-dicarboxypropyl]carbamoyl}-L-lysine NCC=1C=CC(=NC1)C(=O)N[C@@H](CC=1C=NC2=CC=CC=C2C1)C(=O)NCCCC[C@H](NC(N[C@@H](CCC(=O)O)C(=O)O)=O)C(=O)O